FC=1C(=C(C=CC1F)C(=O)N1CC(C1)(O)CNCC(C)O)NC1=C(C=C(C=C1)I)F 1-({3,4-difluoro-2-[(2-fluoro-4-iodophenyl)amino]phenyl}carbonyl)-3-{[(2-hydroxypropyl)amino]methyl}azetidin-3-ol